FC(C(=O)O)(F)F.FC1=C(CNC2=C(C=C(S2)S(=O)(=O)NC2=NC(=CC=C2)F)C)C(=CC=C1)CN1CCCC1 5-((2-fluoro-6-(pyrrolidin-1-ylmethyl)benzyl)amino)-N-(6-fluoropyridin-2-yl)-4-methylthiophene-2-sulfonamide trifluoroacetic acid salt